3-{4-amino-5-[(3,3-difluoroazetidin-1-yl)methyl]pyrrolo[2,1-f][1,2,4]triazin-7-yl}-N-[(3R,4S)-1-(3,3-difluorocyclopentanecarbonyl)-4-fluoropyrrolidin-3-yl]benzamide NC1=NC=NN2C1=C(C=C2C=2C=C(C(=O)N[C@@H]1CN(C[C@@H]1F)C(=O)C1CC(CC1)(F)F)C=CC2)CN2CC(C2)(F)F